CC(=O)N[C@@H](CC1=CC=C(C=C1)O)C(=O)O N-Acetyl-L-Tyrosin